2-((3-(4-chlorophenethyl)-1,2,4-oxadiazol-5-yl)methyl)-5-(1,2-dihydroxyethyl)-4-methylpyridazin-3(2H)-one ClC1=CC=C(CCC2=NOC(=N2)CN2N=CC(=C(C2=O)C)C(CO)O)C=C1